(1R,2R,4S)-4''-methoxy-5-methyl-2-(prop-1-en-2-yl)-1,2,3,4-tetrahydro-[1,1':4',1''-terphenyl]-2',4,6'-triol COC1=CC=C(C=C1)C=1C=C(C(=C(C1)O)[C@H]1[C@@H](C[C@@H](C(=C1)C)O)C(=C)C)O